C1(CC1)NC=1C2=C(N=C(C1)NC1=C(C=C(C=C1)S(=O)(=O)C)OC)N(C=C2)COCC[Si](C)(C)C N4-Cyclopropyl-N6-(2-methoxy-4-(methylsulfonyl)phenyl)-1-((2-(trimethylsilyl)ethoxy)methyl)-1H-pyrrolo[2,3-b]pyridine-4,6-diamine